S-β-aminoethylmercaptoacetic acid NCCSCC(=O)O